COC1=C(C=CC=C1C=1N=NN(N1)C)NC1=C2C(=NC(=C1)NC(=O)C1CC1)NN(C2=O)C N-(4-((2-methoxy-3-(2-methyl-2H-tetrazol-5-yl)phenyl)amino)-2-methyl-3-oxo-2,3-dihydro-1H-pyrazolo[3,4-b]pyridin-6-yl)cyclopropanecarboxamide